1-N-boc-3-hydroxyazetidine C(=O)(OC(C)(C)C)N1CC(C1)O